FC(C=1C(=C(C=CC1)[C@@H](C)N)F)F (1R)-1-(3-(Difluoromethyl)-2-fluoro-phenyl)ethanamine